COC1=CC=C(C=C1)CCCS(=O)NC(C1=CC=CC=C1)(C1=CC=CC=C1)C1=CC=CC=C1 3-(4-methoxyphenyl)-N-tritylpropane-1-sulfinamide